(1S,2S,3S,6R)-6-((4-chlorophenethyl)amino)-4-(fluoromethyl)cyclohex-4-ene-1,2,3-triol ClC1=CC=C(CCN[C@@H]2C=C([C@@H]([C@@H]([C@H]2O)O)O)CF)C=C1